N-(3-chloro-5-methanesulfonamidophenyl)-4-{3-[(3-cyano-5-fluorophenyl)methoxy]-5-fluoropyridin-2-yl}-5-methylthiophene-2-carboxamide ClC=1C=C(C=C(C1)NS(=O)(=O)C)NC(=O)C=1SC(=C(C1)C1=NC=C(C=C1OCC1=CC(=CC(=C1)F)C#N)F)C